5-(benzyloxy)bicyclo[4.2.0]Oct-1(6),2,4-trien-7-ol C(C1=CC=CC=C1)OC1=CC=CC=2CC(C12)O